COC(CCCCC#CC1=CC=CC(=N1)C(=O)O)=O 6-(7-methoxy-7-oxohept-1-yn-1-yl)picolinic acid